tert-butyl 4-(2-chloro-3-methoxybenzoyl)-2-(hydroxymethyl)piperazine-1-carboxylate ClC1=C(C(=O)N2CC(N(CC2)C(=O)OC(C)(C)C)CO)C=CC=C1OC